C(C1=CC=CC=C1)N1C(=NC=2N(C(N(C(C12)=O)CCCO)=O)C)OC1=C(C=CC=C1)OC 7-benzyl-1-(3-hydroxypropyl)-8-(2-methoxyphenoxy)-3-methyl-1H-purine-2,6(3H,7H)-dione